BrC=1C=NN(C1)CC(=O)N 2-(4-bromo-1H-pyrazol-1-yl)acetamide